1-cyclopropyl-3-(difluoromethyl)-1H-pyrazole-4-carbohydrazide Ethyl-1-cyclopropyl-3-(difluoromethyl)-1H-pyrazole-4-carboxylate C(C)OC(=O)C=1C(=NN(C1)C1CC1)C(F)F.C1(CC1)N1N=C(C(=C1)C(=O)NN)C(F)F